C(CCCCCCC)C1CO1 2-n-octyl ethylene oxide